NC1=NC=2C=CC(=CC2C2=C1[C@@H](OC2)C)C(=O)N(C[C@@H]2CC[C@H](CC2)O)CC2=NC=C(C=C2)C#N (3S)-4-amino-N-((5-cyano-2-pyridinyl)methyl)-N-((trans-4-hydroxycyclohexyl)methyl)-3-methyl-1,3-dihydrofuro[3,4-c]quinoline-8-carboxamide